(4-(fluoromethylene)-3-methyl-1-(methyl-d3)piperidin-3-yl)methanol FC=C1C(CN(CC1)C([2H])([2H])[2H])(C)CO